n-ethyl-nicotinamide C(C)NC(C1=CN=CC=C1)=O